ClC1=C2C(=NC=C1OC=1C=NN3C1C=NC=C3)N=C(N2C)NC=2C(N(C=C(C2)C(F)(F)F)C=2C=NC=CC2)=O 3-((7-chloro-1-methyl-6-(pyrazolo[1,5-a]pyrazin-3-yloxy)-1H-imidazo[4,5-b]pyridin-2-yl)amino)-5-(trifluoromethyl)-2H-[1,3'-bipyridin]-2-one